N2-[6-chloro-7-[rel-(2S)-2-methyl-2,3,4,7-tetrahydro-1H-azepin-5-yl]-2,3-dihydrobenzofuran-5-yl]-N4,6-dimethyl-pyrimidine-2,4-diamine ClC1=C(C2=C(CCO2)C=C1NC1=NC(=CC(=N1)NC)C)C=1CC[C@@H](NCC1)C |o1:23|